4-(n-propyl)-4-aza-14,15-dioxo-pentacyclo[9.2.1.11,7.02,6.08,13]-10-pentadecen-3-one C(CC)N1C(C2C34C5CC(=CCC5C(C2C1)C4=O)C3=O)=O